4-(4-Ethoxy-2-fluorophenyl)-5-[4-[(3S)-1-(3-fluoropropyl)pyrrolidin-3-yl]oxyphenyl]-2,3-dihydro-1-benzothiepin-8-ol C(C)OC1=CC(=C(C=C1)C=1CCSC2=C(C1C1=CC=C(C=C1)O[C@@H]1CN(CC1)CCCF)C=CC(=C2)O)F